phenyl-benzoquinoxaline C1(=CC=CC=C1)C1=NC2=C3C(=CC=C2N=C1)C=CC=C3